1-(4-chloro-2-hydroxy-3-(piperazin-1-ylsulfonyl)phenyl)-3-(2-chloro-3-fluorophenyl)urea ClC1=C(C(=C(C=C1)NC(=O)NC1=C(C(=CC=C1)F)Cl)O)S(=O)(=O)N1CCNCC1